N-(4-(4-amino-3-(4-hydroxyphenyl)-7-oxo-6,7-dihydro-2H-pyrazolo[3,4-d]pyridazin-2-yl)phenyl)acrylamide NC=1C=2C(C(NN1)=O)=NN(C2C2=CC=C(C=C2)O)C2=CC=C(C=C2)NC(C=C)=O